6-(1-Isopropyl-1H-pyrazol-3-yl)-N-(2-methoxypyridin-4-yl)-5-methyl-2-(1-methyl-1H-imidazol-2-yl)thieno[2,3-d]pyrimidin-4-amine C(C)(C)N1N=C(C=C1)C1=C(C2=C(N=C(N=C2NC2=CC(=NC=C2)OC)C=2N(C=CN2)C)S1)C